CC(C=C)(CCC=C(C)C)C(C(=O)O)C.C(C)(C=C)(CCC=C(C)C)OC(CC)=O.C(C=C)(=O)OC1=CC=C(C=C1)C1=C(C=C(C=C1)C(C(C(C(C(C(F)(F)F)(F)F)(F)F)(F)F)(F)F)(F)F)CC 4'-acryloyloxy-4-(perfluorohexyl)ethyl-biphenyl LINALYL-PROPIONATE (3,7-dimethylocta-1,6-dien-3-yl-propionate)